C(C)(C)(C)/N=C/C (1E)-N-tert-Butylethanimine